C(CCC)S(=O)C1=C(C=2C(=NC(=CC2C2=NC=NN2C)C=2SC=CN2)S1)N 2-(butylsulfinyl)-4-(1-methyl-1H-1,2,4-triazol-5-yl)-6-(thiazol-2-yl)thieno[2,3-b]pyridin-3-amine